ClC=1C=C(C=CC1O)NC(N(C)[C@@H]1COCC=2NC(C=3C=C(C(=CC3C21)F)F)=O)=O (S)-3-(3-Chloro-4-hydroxyphenyl)-1-(8,9-difluoro-6-oxo-1,4,5,6-tetrahydro-2H-pyrano[3,4-c]isoquinolin-1-yl)-1-methylurea